tropane tetrakis(pentafluorophenyl)borate FC1=C(C(=C(C(=C1[B-](C1=C(C(=C(C(=C1F)F)F)F)F)(C1=C(C(=C(C(=C1F)F)F)F)F)C1=C(C(=C(C(=C1F)F)F)F)F)F)F)F)F.[C@H]12CCC[C@H](CC1)N2C